ClC1=CC(=C(COC2=NC=C(C(=N2)N2C[C@@H](N(CC2)CC2=NC3=C(N2C[C@H]2OCC2)C=C(C=C3)C(=O)O)C)F)C=C1)F 2-{[(2S)-4-{2-[(4-chloro-2-fluorobenzyl)oxy]-5-fluoropyrimidin-4-yl}-2-methylpiperazin-1-yl]methyl}-1-[(2S)-oxetan-2-ylmethyl]-1H-benzimidazole-6-carboxylic acid